3-(1-oxo-4-((12-(piperazin-1-yl)dodecyl)thio)isoindolin-2-yl)piperidine-2,6-dione O=C1N(CC2=C(C=CC=C12)SCCCCCCCCCCCCN1CCNCC1)C1C(NC(CC1)=O)=O